O1CCC2=C1C=CC(=C2)O 2,3-dihydrobenzofuran-5-ol